BrC=1C=C(C(=NC1)[N+](=O)[O-])OC(CO[Si](C)(C)C(C)(C)C)C1=C(C=CC(=C1)F)C1=NN(N=C1CC=1C(=NN(C1)CC1CC1)C)C 5-bromo-3-{2-[(tert-butyldimethylsilyl)oxy]-1-[2-(5-{[1-(cyclopropylmethyl)-3-methyl-1H-pyrazol-4-yl]methyl}-2-methyl-2H-1,2,3-triazol-4-yl)-5-fluorophenyl]ethoxy}-2-nitropyridine